ClC1=CC=CC=2SC=CC21 4-chlorobenzo[B]thiophene